C[SiH](C)[Hf](C1C=CC2=CC=CC=C12)C1C=CC2=CC=CC=C12 dimethylsilyl(bis(indenyl))hafnium